O=C1NC(CCC1N1C(C2=CC=C(C=C2C1)NC(=O)N1CCC2=CC=C(C=C12)C1CCOCC1)=O)=O N-(2-(2,6-dioxopiperidin-3-yl)-1-oxoisoindolin-5-yl)-6-(tetrahydro-2H-pyran-4-yl)indoline-1-carboxamide